IC1=C(C(=O)[O-])C=CC=C1 2-iodobenzoate